C1(CCCCC1)N1CCC(CC1)N 1-cyclohexylpiperidin-4-amine